2-(4-bromo-2-formyl-5-methoxyphenoxy)ethyl-4-methylbenzenesulfonate BrC1=CC(=C(OCCOS(=O)(=O)C2=CC=C(C=C2)C)C=C1OC)C=O